cyclopropyl-(rac-(5s,7s)-7-fluoro-5-phenyl-6,7-dihydro-5H-pyrrolo[1,2-b][1,2,4]triazol-2-yl)methanone C1(CC1)C(=O)C=1N=C2N(N1)[C@@H](C[C@@H]2F)C2=CC=CC=C2 |r|